[Cr].[Mg].[Fe] iron-magnesium-chromium